1-(2-(aminomethyl)-6-cyclopropyl-imidazo[1,2-a]pyridin-8-yl)-3-(oxetan-3-yl)imidazolidine-2,4-dione NCC=1N=C2N(C=C(C=C2N2C(N(C(C2)=O)C2COC2)=O)C2CC2)C1